C(C=C)(=O)N1CCC(CC1)OC=1C=C2C(=NC=NC2=CC1OC)NC=1C=C(C=CC1OC)C1=CC=C(O1)C(=O)O 5-(3-((6-((1-acryloylpiperidin-4-yl)oxy)-7-methoxyquinazolin-4-yl)amino)-4-methoxyphenyl)furan-2-carboxylic acid